ClC=1C=C2C(=NC1OC)C(=C(N2C)C2=NC(=NN2)C(F)(F)F)C=2C=NNC2 6-chloro-5-methoxy-1-methyl-3-(1H-pyrazol-4-yl)-2-(3-(trifluoromethyl)-1H-1,2,4-triazol-5-yl)-1H-pyrrolo[3,2-b]pyridine